C(C)(C)(C)N(C([O-])=O)CC(CCNC1=C2CN(C(C2=CC=C1)=O)C=1C(=NC(=CC1)OCC1=CC=CC=C1)OCC1=CC=CC=C1)(F)F.O=C1C(O)=C(O)[C@H](O1)[C@@H](O)CO.[Na+] (+)-sodium ascorbate tert-butyl-(4-((2-(2,6-bis(benzyloxy)pyridin-3-yl)-1-oxoisoindolin-4-yl)amino)-2,2-difluorobutyl)carbamate